C(=C\C)/C1=CC(=NN1)C1=C(C2=CC=CC=C2C=C1)O (E)-2-(5-(Prop-1-en-1-yl)-1H-pyrazol-3-yl)naphthalen-1-ol